ClC=1C=CC2=C(C(CCCN2C(C2=C(C=C(C=C2)[N+](=O)[O-])C)=O)=O)C1 7-chloro-1,2,3,4-tetrahydro-1-(2-methyl-4-nitrobenzoyl)-5H-1-benzazepin-5-one